NC1=NC=CC2=C1N(C(N2[C@H]2CNCCC2)=O)C2=CC=C(C=C2)OC2=CC=CC=C2 4-amino-3-(4-phenoxyphenyl)-1-[(3R)-3-piperidyl]imidazo[4,5-c]pyridin-2-one